2-(6-chloropyridazin-3-yl)-2-(cyclohex-1-en-1-yl)acetamide ClC1=CC=C(N=N1)C(C(=O)N)C1=CCCCC1